FC1=C(C(=C2C=CNC2=C1F)S(=O)(=O)C)OC=1C=CC(=C(C1)C=1NC(=CN1)C1(CC(C1)(C)OC)C=1C=C(C=C(C1)F)CCC(=O)O)F 3-(3-((1s,3s)-1-(2-(5-((6,7-difluoro-4-(methylsulfonyl)-1H-indol-5-yl)oxy)-2-fluorophenyl)-1H-imidazol-5-yl)-3-methoxy-3-methylcyclobutyl)-5-fluorophenyl)propanoic acid